O=C(C(=O)OCC([C@H](C[C@H]1C(NCCC1)=O)NC([C@@H](NC(=O)C=1NC2=C(C=CC=C2C1)F)CC1CC1)=O)=O)C1=CC=CC=C1 (3S)-3-{[3-cyclopropyl-N-(7-fluoro-1H-indole-2-carbonyl)-L-alanyl]amino}-2-oxo-4-[(3S)-2-oxopiperidin-3-yl]butyl oxo(phenyl)acetate